3,5-Dihydroxyaniline OC=1C=C(N)C=C(C1)O